NC=1C=C(C=CC1C(=O)OC)C1N(CCN(C1)CC(F)F)C(=O)OCC1=CC=CC=C1 benzyl 2-(3-amino-4-(methoxycarbonyl)phenyl)-4-(2,2-difluoroethyl)piperazine-1-carboxylate